(2R,3S,4S,5R)-3-(3,4-difluoro-2-methylsulfanylphenyl)-N-(6-((S)-2-(tert-butylamino)-1-hydroxyethyl)pyridin-3-yl)-4,5-dimethyl-5-(trifluoromethyl)tetrahydrofuran-2-carboxamide FC=1C(=C(C=CC1F)[C@H]1[C@@H](O[C@]([C@H]1C)(C(F)(F)F)C)C(=O)NC=1C=NC(=CC1)[C@H](CNC(C)(C)C)O)SC